ClC1=C(N=C(NC1=O)C1=CC=NC=C1)C1COCC1 5-chloro-2-(4-pyridinyl)-4-tetrahydrofuran-3-yl-1H-pyrimidin-6-one